2-[2-[(2-furanylmethyl)methylamino]ethyl]-N-[1-[3-(trifluoromethoxy)phenyl]ethyl]-4-(trifluoromethyl)-5-thiazolecarboxamide O1C(=CC=C1)CN(CCC=1SC(=C(N1)C(F)(F)F)C(=O)NC(C)C1=CC(=CC=C1)OC(F)(F)F)C